CC(=O)NC1=CC=C(C=C1)OC(F)(F)F N-[4-(trifluoromethoxy)phenyl]acetamide